C(C)OP(OCC)[O-] Diethylphosphit